dimethylamylamide CC(CCCC[NH-])C